The molecule is an aryl sulfate that is phenol bearing an O-sulfo substituent. It has a role as a human xenobiotic metabolite. It derives from a phenol. It is a conjugate acid of a phenyl sulfate. C1=CC=C(C=C1)OS(=O)(=O)O